NCC1(CN(C1)C1=NC=NC=C1OC1=C(C(=O)N(C(C)C)CC)C=C(C=C1)F)F 2-((4-(3-(aminomethyl)-3-fluoroazetidine-1-yl)pyrimidin-5-yl)oxy)-N-ethyl-5-fluoro-N-isopropylbenzamide